C(C)(C)(C)OC(=O)N1CCN(CC1)C1=NC(=C(C(=C1C#N)CC)C#N)SC(C(=O)N)C1=CSC=C1 4-(6-(2-amino-2-oxo-1-(thiophen-3-yl)ethylsulfanyl)-3,5-dicyano-4-ethylpyridin-2-yl)piperazine-1-carboxylic acid tert-butyl ester